COC1=CC=C(CN(C2=NC=CC=C2[C@@H](CCCN2CCCCC2)N[S@@](=O)C(C)(C)C)CC2=CC=C(C=C2)OC)C=C1 (S)-N-((R)-1-(2-(bis(4-methoxybenzyl)amino)pyridin-3-yl)-4-(piperidin-1-yl)butyl)-2-methylpropane-2-sulfinamide